tert-butyl ((3-(1-(3-(((tert-butoxycarbonyl)amino)methyl)phenyl)-3-(trifluoromethyl)-1H-pyrazole-5-carboxamido)-4-fluorophenyl)(4-methoxyphenyl)methyl)(cyclopropylmethyl)carbamate C(C)(C)(C)OC(=O)NCC=1C=C(C=CC1)N1N=C(C=C1C(=O)NC=1C=C(C=CC1F)C(C1=CC=C(C=C1)OC)N(C(OC(C)(C)C)=O)CC1CC1)C(F)(F)F